ClC1=NC=CC(=C1)C(C(=O)NNC)(C(C)C)C 2-(2-(2-chloropyridin-4-yl)-2,3-dimethylbutyryl)-N-Methylhydrazine